The molecule is a ginsenoside found in Panax notoginseng that is dammarane which is substituted by hydroxy groups at the 3beta, 6alpha, 12beta and 20 pro-S positions, in which the hydroxy groups at positions 6 and 20 have been converted to the corresponding beta-D-xylopyranosyl-(1->2)-beta-D-glucopyranoside and beta-D-glucopyranoside respectively, and in which a double bond has been introduced at the 24-25 position. It has a role as a plant metabolite, an antioxidant, a neuroprotective agent, an apoptosis inducer and a phytoestrogen. It is a beta-D-glucoside, a 12beta-hydroxy steroid, a 3beta-hydroxy steroid, a disaccharide derivative, a ginsenoside, a tetracyclic triterpenoid and a 3beta-hydroxy-4,4-dimethylsteroid. It derives from a hydride of a dammarane. CC(=CCC[C@@](C)([C@H]1CC[C@@]2([C@@H]1[C@@H](C[C@H]3[C@]2(C[C@@H]([C@@H]4[C@@]3(CC[C@@H](C4(C)C)O)C)O[C@H]5[C@@H]([C@H]([C@@H]([C@H](O5)CO)O)O)O[C@H]6[C@@H]([C@H]([C@@H](CO6)O)O)O)C)O)C)O[C@H]7[C@@H]([C@H]([C@@H]([C@H](O7)CO)O)O)O)C